(R)-1-((3-(2-(1-((5-bromo-2-nitropyridin-3-yl)oxy)ethyl)-4-fluorophenyl)pyrazin-2-yl)methyl)-1H-imidazole-4-carbonitrile BrC=1C=C(C(=NC1)[N+](=O)[O-])O[C@H](C)C1=C(C=CC(=C1)F)C=1C(=NC=CN1)CN1C=NC(=C1)C#N